NC1=CC(=C(C(=O)OC)C=C1B1OC(C(O1)(C)C)(C)C)F Methyl 4-amino-2-fluoro-5-(4,4,5,5-tetramethyl-1,3,2-dioxaborolan-2-yl)benzoate